C(C)N(C=NC1=C(C=C(C(=C1)F)C1(COC1)OCC1=C(C=CC=C1)C(F)(F)F)C)C N-ethyl-N'-(5-fluoro-2-methyl-4-(3-((2-(trifluoromethyl)benzyl)oxy)oxetan-3-yl)phenyl)-N-methylformimidamide